cyclopropyl (3R,4S)-3-{5-[4-amino-5-(trifluoromethyl)pyrrolo[2,1-f][1,2,4]triazin-7-yl]-2-methoxypyridine-3-amido}-4-fluoropyrrolidine-1-carboxylate NC1=NC=NN2C1=C(C=C2C=2C=C(C(=NC2)OC)C(=O)N[C@@H]2CN(C[C@@H]2F)C(=O)OC2CC2)C(F)(F)F